5-(3-methyl-4-nitro-1H-pyrazol-1-yl)quinoline-2-carboxylic acid CC1=NN(C=C1[N+](=O)[O-])C1=C2C=CC(=NC2=CC=C1)C(=O)O